(10R,11R)-10-(4-tert-butylphenyl)-6-(2,6-dimethylphenyl)-7,11-dimethyl-2,2-dioxo-9-oxa-2λ6-thia-3,5,12,19-tetrazatricyclo[12.3.1.14,8]nonadeca-1(18),4(19),5,7,14,16-hexaen-13-one C(C)(C)(C)C1=CC=C(C=C1)[C@H]1OC2=C(C(=NC(NS(C=3C=CC=C(C(N[C@@H]1C)=O)C3)(=O)=O)=N2)C2=C(C=CC=C2C)C)C